1-butyl-3-(2-ethylhexyl)imidazolium 2-ethylhexanoate salt C(C)C(C(=O)[O-])CCCC.C(CCC)N1C=[N+](C=C1)CC(CCCC)CC